N-(2-fluoro-4-(7-oxo-7,8-dihydro-1,8-naphthyridin-4-yl)benzyl)sulfamide hydrochloride Cl.FC1=C(CNS(=O)(=O)N)C=CC(=C1)C1=CC=NC=2NC(C=CC12)=O